[Se-]C#N selenocyanate